6-bromo-2-(4-(trifluoromethyl)phenyl)-2,3-dihydrobenzo[b][1,4]dioxine BrC1=CC2=C(OC(CO2)C2=CC=C(C=C2)C(F)(F)F)C=C1